(3S)-N-(4-methyl-3-(2-(1-methylpyrrolidin-3-yl)-6-morpholinopyridin-4-yl)phenyl)-3-(2,2,2-trifluoroethyl)pyrrolidine-1-carboxamide CC1=C(C=C(C=C1)NC(=O)N1C[C@@H](CC1)CC(F)(F)F)C1=CC(=NC(=C1)N1CCOCC1)C1CN(CC1)C